C(CCCCCCCCC)C1=CC=C(C=C1)C1=NOC(=N1)CNC(=O)[C@H]1N(C[C@@H](C1)F)C(=O)OC(C)(C)C tert-butyl (2S,4R)-2-(((3-(4-decylphenyl)-1,2,4-oxadiazol-5-yl)methyl)carbamoyl)-4-fluoropyrrolidine-1-carboxylate